FC1=C(C=C(C=C1B1OC(C(O1)(C)C)(C)C)F)NS(=O)(=O)C1CCCCC1 N-[2,5-difluoro-3-(4,4,5,5-tetramethyl-1,3,2-dioxaborolan-2-yl)phenyl]cyclohexanesulfonamide